ClC1=C(N=C(NC1=O)C=1C=NNC1C(F)(F)F)N1[C@@H](CNCC1)C 5-chloro-4-[(2R)-2-methylpiperazin-1-yl]-2-[5-(trifluoromethyl)-1H-pyrazol-4-yl]-1H-pyrimidin-6-one